FC(C(=O)O)(F)F.FC1(CC1)CN1[C@@H](C2=CC=C3C(=C2C[C@H]1C)C=NN3)C3=C(C=C(C=C3)NC3CNC3)OC N-(4-((6S,8R)-7-((1-fluorocyclopropyl)methyl)-8-methyl-6,7,8,9-tetrahydro-3H-pyrazolo[4,3-f]isoquinolin-6-yl)-3-methoxyphenyl)azetidin-3-amine trifluoroacetate